di-tert-butyl formylethylphosphonate C(=O)CCP(OC(C)(C)C)(OC(C)(C)C)=O